CN1CCN(CC1)C1=CC=C(C=C1)NC=1N=CC2=C(N1)N(C(=C2)C2CC2)C2=CC=CC(=N2)C(C)(C)O 2-(6-(2-((4-(4-methylpiperazin-1-yl)phenyl)amino)-6-cyclopropyl-7H-pyrrolo[2,3-d]pyrimidin-7-yl)pyridin-2-yl)propan-2-ol